ClC1=C(C=CC=2C(=C3N(C12)CCN(C3)C(CCN3C=NC=C3)=O)C=3C=NNC3)Cl 1-(6,7-Dichloro-10-(1H-pyrazol-4-yl)-3,4-dihydropyrazino[1,2-a]indol-2(1H)-yl)-3-(1H-imidazol-1-yl)propan-1-one